[C@@H]1([C@H]([C@H](O[C@@H]([C@@H]1O)O[C@@H]2[C@@H]([C@H]([C@H](O[C@@H]2C(=O)[O-])O)O)O)C(=O)[O-])O)O.[Na+].[Na+] The molecule is an organic sodium salt comprising alpha-D-GalpA-(1->4)-alpha-D-GalpA(2-) ions and sodium ions in a 2:1 ratio. It contains an alpha-D-GalpA-(1->4)-alpha-D-GalpA(2-).